CC12C(C(=CC(=C1)C)C1=CC(=CC(=C1)C)C)C1C(COCC3C2O3)O1 3,3',5,5'-tetramethylbiphenyldiglycidyl ether